[I-].C(C)(C)(C)OC(=O)NC(CC[S+](C)C)C(=O)NC(C)(C)C (3-((tert-butoxycarbonyl)amino)-4-(tert-butylamino)-4-oxobutyl)dimethylsulfonium iodide